CN(C1=CC=C(C=C1)[N+](=O)[O-])CCNC(OC(C)(C)C)=O tert-butyl N-[2-(N-methyl-4-nitro-anilino)ethyl]carbamate